4-chloro-3-ethyl-3-hydroxy-1-tetrahydropyran-2-yl-pyrrolo[2,3-b]Pyridin-2-one ClC1=C2C(=NC=C1)N(C(C2(O)CC)=O)C2OCCCC2